FC=1C=C(C=C(C1)F)[C@H]1N(OCC1)C(=O)C12CCC(CC1)(CC2)CC=2C=CC(=C(C(=O)N)C2)C 5-[[4-[(3S)-3-(3,5-difluorophenyl)-1,2-oxazolidine-2-carbonyl]-1-bicyclo[2.2.2]octanyl]methyl]-2-methylbenzamide